NC1(CCCC1)COC=1C=C(C=C(C1C#N)SC)C=1C=NN2C1C(=CC=C2)C#N 3-(3-((1-aminocyclopentyl)methoxy)-4-cyano-5-(methylthio)phenyl)pyrazolo[1,5-a]pyridine-4-carbonitrile